CNC(C1=NC(=C(C=C1)N1CCN(CC1)CC1=CC(=NC=C1)NC(CC(F)(F)F)=O)C)=O N,6-dimethyl-5-(4-((2-(3,3,3-trifluoropropanamido)pyridin-4-yl)methyl)piperazin-1-yl)picolinamide